NC1C(CN(CC1)C1=NC=CC(=N1)NC=1N=CC2=C(C=CC(=C2C1)C(C)C)N1[C@@H]([C@H](C1)CS(=O)(=O)C)C)(F)F N-[2-(4-amino-3,3-difluoropiperidin-1-yl)pyrimidin-4-yl]-5-isopropyl-8-[(2R,3S)-3-(methanesulfonylmethyl)-2-methylazetidin-1-yl]isoquinolin-3-amine